[AsH3].[In] indium arsine